3-ketocyclobutane-1,1-dicarboxylate O=C1CC(C1)(C(=O)[O-])C(=O)[O-]